C(=O)(O)C[N+](CCO)(CCO)CCCCCCCCCCCC N-(carboxymethyl)-N,N-bis(2-hydroxyethyl)-1-dodecylammonium